NC1=NC(=NN2C1=NC=C2CC=2C=C(C(=NC2)N2CCC(CC2)C(=O)N(C)C)C)OCCCC (5-((4-amino-2-butoxyimidazo[2,1-f][1,2,4]triazin-7-yl)methyl)-3-methylpyridin-2-yl)-N,N-dimethylpiperidine-4-carboxamide